4-fluoro-3-methoxy-N-methyl-benzamide FC1=C(C=C(C(=O)NC)C=C1)OC